CC1(CCC1)NC(O)=O.C(N)(OC1(CCCCC1)C)=O Methylcyclohexyl 1-carbamate (1-methylcyclobutyl carbamate)